ClC1=CC2=C(N(C(N=C2N2[C@H](CN([C@@H](C2)C)C(C=C)=O)C)=O)C=2C(=NC=NC2C(C)C)Cl)N=C1C1=C(C=CC=C1)F 6-Chloro-1-(4-chloro-6-isopropyl-pyrimidin-5-yl)-4-[(2S,5R)-2,5-dimethyl-4-prop-2-enoyl-piperazin-1-yl]-7-(2-fluorophenyl)pyrido[2,3-d]pyrimidin-2-one